N-(4-((2-amino-3-chloropyridin-4-yl)oxy)-3-fluorophenyl)-1-(4-phenylthiazol-2-yl)-5-(trifluoromethyl)-1H-pyrazole-4-carboxamide NC1=NC=CC(=C1Cl)OC1=C(C=C(C=C1)NC(=O)C=1C=NN(C1C(F)(F)F)C=1SC=C(N1)C1=CC=CC=C1)F